CCN(CC)C1=CC2=CC=CC=C2OC1=O diethylaminocoumarin